FC1=C(C)C=CC(=C1)F 2,4-difluorotoluene